ClC=1C=C2C(=NC=NC2=CC1B1OC(C(O1)(C)C)(C)C)N1[C@H](CN(C[C@@H]1C)C(=O)OC(C)(C)C)C tert-butyl (3S,5S)-4-[6-chloro-7-(4,4,5,5-tetramethyl-1,3,2-dioxaborolan-2-yl)quinazolin-4-yl]-3,5-dimethyl-piperazine-1-carboxylate